1-[5-(3-Heptylphenyl)pentanoyl]azetidin-3-yl dihydrogen phosphate ammonium salt [NH4+].P(=O)(OC1CN(C1)C(CCCCC1=CC(=CC=C1)CCCCCCC)=O)(O)O